ethyl 5-(benzyloxy)-7-chloro-2-methylbenzofuran-3-carboxylate C(C1=CC=CC=C1)OC=1C=C(C2=C(C(=C(O2)C)C(=O)OCC)C1)Cl